SN1C(NC(C2=CC(=CC=C12)C(F)(F)F)=O)=O sulfanyl-6-(trifluoromethyl)-1H-quinazoline-2,4-dione